2-(2-((5-Bromo-2-((5-methoxy-2-methyl-4-(4-(4-methylpiperazin-1-yl)piperidin-1-yl)Phenyl)amino)pyrimidin-4-yl)amino)-4-(trifluoromethyl)phenyl)propan-2-ol BrC=1C(=NC(=NC1)NC1=C(C=C(C(=C1)OC)N1CCC(CC1)N1CCN(CC1)C)C)NC1=C(C=CC(=C1)C(F)(F)F)C(C)(C)O